potassium carbonate salt C([O-])([O-])=O.[K+].[K+]